ethyl 7-chloro-1,3-dimethylpyrrolo[2,3-c]pyridine-2-carboxylate ClC=1N=CC=C2C1N(C(=C2C)C(=O)OCC)C